ClC=1C(N(C(C1)=O)C1=CC=CC=C1)=O 3-chloro-1-phenyl-1H-pyrrole-2,5-dione